5-methoxybenzo[d]thiazol-2-amine COC=1C=CC2=C(N=C(S2)N)C1